O=C1NC(CCC1C=1C=NC(=NC1)N1CCC(CC1)C=O)=O 1-(5-(2,6-dioxopiperidin-3-yl)pyrimidin-2-yl)piperidine-4-carbaldehyde